ethyl 1,2-dimethyl-1H-pyrrole-3-carboxylate CN1C(=C(C=C1)C(=O)OCC)C